ethyl 3-(3-azabicyclo[3.2.1]octan-1-yl)propanoate C12(CNCC(CC1)C2)CCC(=O)OCC